FC1(CC1)C1=NNC(=N1)C1CC2(CN(C2)C(=O)N2CC3(C2)CC(C3)CC3=NC=C(C=N3)C(F)(F)F)C1 [6-[3-(1-fluorocyclopropyl)-1H-1,2,4-triazol-5-yl]-2-azaspiro[3.3]heptan-2-yl]-[6-[[5-(trifluoromethyl)pyrimidin-2-yl]methyl]-2-azaspiro[3.3]heptan-2-yl]methanone